6-fluoro-4-oxo-1,4-dihydro-1,8-naphthyridine-3-carboxylate FC=1C=C2C(C(=CNC2=NC1)C(=O)[O-])=O